ClC1=CC(=C(C=C1)C1=NC(=NC2=NC(=C(N=C12)C)C)N1CC(OCC1)C1=NOC(=C1)C)F 4-[4-(4-chloro-2-fluoro-phenyl)-6,7-dimethyl-pteridin-2-yl]-2-(5-methylisoxazol-3-yl)morpholine